FC1=CC(=C(O[C@H](C(=O)O)C)C=C1)C1=NOC=C1 (S)-2-[4-fluoro-2-(3-isoxazolyl)phenoxy]propionic acid